5-(4,4,5,5-tetramethyl-1,3,2-dioxaborolan-2-yl)-2-(trifluoromethoxy)pyridine CC1(OB(OC1(C)C)C=1C=CC(=NC1)OC(F)(F)F)C